(R)-1-(2-bromo-5-fluorophenyl)propan-2-amine BrC1=C(C=C(C=C1)F)C[C@@H](C)N